FC(N1N=C(C(=C1)NC1=NC=CC(=N1)C1=CC=CC(=N1)C1=NOC(=C1)[C@]1(C(N(CC1)C)=O)O)C)F (R)-3-(3-(6-(2-((1-(Difluoromethyl)-3-methyl-1H-pyrazol-4-yl)amino)pyrimidin-4-yl)pyridin-2-yl)isoxazol-5-yl)-3-hydroxy-1-methylpyrrolidin-2-one